2-isopropyl-9H-thioxanthone C(C)(C)C1=CC=2C(C3=CC=CC=C3SC2C=C1)=O